[2-(2-ethoxy-2-oxo-ethoxy)ethyl]piperidine-1-carboxylate C(C)OC(COCCOC(=O)N1CCCCC1)=O